1-(pyrazin-2-ylmethyl)-6-[3-(trifluoromethyl)phenyl]-3H-imidazo[4,5-b]Pyridine N1=C(C=NC=C1)CN1CNC2=NC=C(C=C21)C2=CC(=CC=C2)C(F)(F)F